C1=CC=CC=2C3=CC=CC=C3C(C12)COC(=O)NCCCCCCCCCCCC(=O)O 12-((((9H-fluoren-9-yl)methoxy)carbonyl)amino)dodecanoic acid